FC(C)(F)C=1C=C(C=CC1)NC(=O)C1C(=NN(C1=O)C1=C(C=C(C=C1)OC)C)C N-(3-(1,1-difluoroethyl)phenyl)-1-(4-methoxy-2-methylphenyl)-3-methyl-5-oxo-4,5-dihydro-1H-pyrazole-4-carboxamide